BrC1=C2N(N=C1C1=NC=C(C=C1)F)[C@H](CC2)C (6S)-3-bromo-2-(5-fluoro-2-pyridyl)-6-methyl-5,6-dihydro-4H-pyrrolo[1,2-b]pyrazole